CC1=C2C(=NC=C1)CC(C2)CNCCC2CNC(O2)=O 5-[2-[(4-methyl-6,7-dihydro-5H-cyclopenta[b]pyridin-6-yl)methylamino]ethyl]-2-oxo-1,3-oxazolidin